CC1=CC(=NC=C1C#CC1=C(C=CC=C1)N(S(=O)(=O)C=1C=CC(=C2C=CC=NC12)OC)C)C(=O)O 4-methyl-5-{2-[2-(N-methyl-5-methoxyquinoline-8-sulfonamido)phenyl]ethynyl}pyridine-2-carboxylic acid